C(CCCC)C(C(=O)O)CCCC.C(CCCCC)(=O)OCCCCC amyl hexanoate (amyl hexanoate)